ethyl 2-[4-[(3S)-3-(4-bromo-3-methyl-phenoxy)butyl]-1-piperidyl]acetate BrC1=C(C=C(O[C@H](CCC2CCN(CC2)CC(=O)OCC)C)C=C1)C